2-bromo-N1,N3-di(naphthalen-1-yl)-N1,N3-diphenylbenzene-1,3-diamine BrC1=C(C=CC=C1N(C1=CC=CC=C1)C1=CC=CC2=CC=CC=C12)N(C1=CC=CC=C1)C1=CC=CC2=CC=CC=C12